trimethoxy[3-(phenylamino)propyl]silane methyl-4,5-difluoro-2-((3-fluoro-2-formyl-4-(trifluoromethoxy)phenyl)amino)benzoate COC(C1=C(C=C(C(=C1)F)F)NC1=C(C(=C(C=C1)OC(F)(F)F)F)C=O)=O.CO[Si](CCCNC1=CC=CC=C1)(OC)OC